FC=1C=C(C=2N(C1)C(=NC2)C(=O)OCC)F ethyl 6,8-difluoroimidazo[1,5-a]pyridine-3-carboxylate